(2S,4R)-1-(tert-butoxycarbonyl)-4-methylpyrrolidine-2-carboxylic acid C(C)(C)(C)OC(=O)N1[C@@H](C[C@H](C1)C)C(=O)O